3-(1-isopropyl-2-methyl-1H-imidazo[4,5-b]pyridin-6-yl)-N-(6-(4-methylpiperazin-1-yl)pyridin-3-yl)-1H-pyrrolo[2,3-b]pyridine-5-carboxamide C(C)(C)N1C(=NC2=NC=C(C=C21)C2=CNC1=NC=C(C=C12)C(=O)NC=1C=NC(=CC1)N1CCN(CC1)C)C